4-((5-fluoro-2-((4-(2-methoxyethoxy)phenyl)amino)pyrimidin-4-yl)amino)-N-hydroxybenzoamide FC=1C(=NC(=NC1)NC1=CC=C(C=C1)OCCOC)NC1=CC=C(C(=O)NO)C=C1